(6-(3,8-diazabicyclo[3.2.1]oct-3-yl)pyridin-3-yl)-7-(1-methyl-1H-pyrazol-4-yl)-1,6-naphthyridine hydrochloride Cl.C12CN(CC(CC1)N2)C2=CC=C(C=N2)C2=NC1=CC(=NC=C1C=C2)C=2C=NN(C2)C